5-hydroxy-N,N,7-trimethyl-2-(pyrrolidin-1-yl)-1,8-naphthyridine-3-carboxamide OC1=C2C=C(C(=NC2=NC(=C1)C)N1CCCC1)C(=O)N(C)C